(R)-(1-(((4-(tert-butoxy)-6,8-difluoroquinazolin-2-yl)oxy)methyl)-2,2-difluorocyclopropyl)methanol C(C)(C)(C)OC1=NC(=NC2=C(C=C(C=C12)F)F)OC[C@]1(C(C1)(F)F)CO